N-{(5S)-8-chloro-1-[trans-4-(pyridin-2-yloxy)cyclohexyl]-5,6-dihydro-4H-[1,2,4]triazolo[4,3-a][1]benzazepin-5-yl}glycinamide ClC=1C=CC2=C(C[C@@H](CC=3N2C(=NN3)[C@@H]3CC[C@H](CC3)OC3=NC=CC=C3)NC(CN)=O)C1